(6-(4-(2-((tert-butyldimethylsilyl)oxy)ethyl)phenyl)-4,7-dichloro-2H-indazol-2-yl)-2-((R)-6-fluoro-6,7-dihydro-5H-pyrrolo[1,2-c]imidazol-1-yl)-N-(thiazol-2-yl)acetamide [Si](C)(C)(C(C)(C)C)OCCC1=CC=C(C=C1)C=1C=C(C2=CN(N=C2C1Cl)C(C(=O)NC=1SC=CN1)C1=C2N(C=N1)C[C@@H](C2)F)Cl